BrC(C(C(Cl)Cl)=O)Br 1,1-dibromo-3,3-dichloropropan-2-one